2-amino-N-(5-phenylthiophen-2-yl)benzamide NC1=C(C(=O)NC=2SC(=CC2)C2=CC=CC=C2)C=CC=C1